C(Cl)[C@H]1CO1 R-(+)-epichlorohydrin